C(C)(C)(C)OC(=O)N1C[C@H](CC1)OC1=CC=C(C=C1)C(F)(F)F (S)-3-(4-(trifluoromethyl)phenoxy)pyrrolidine-1-carboxylic acid tert-butyl ester